ClC=1C=C(C(=O)NC=2C=C3C(=NNC3=C3C2C(N(C3=O)CC3=CC=C(C=C3)OC)(O)C3=C(C=CC(=C3)F)Cl)C#N)C=C(C1)F 3-chloro-N-(6-(2-chloro-5-fluorophenyl)-3-cyano-6-hydroxy-7-(4-methoxybenzyl)-8-oxo-1,6,7,8-tetrahydropyrrolo[3,4-g]indazol-5-yl)-5-fluorobenzamide